FC1=CC=C(C=C1)C1=C2C3=C(C=C(OCCOC=4C=CC=C(CC(OC5=NC=NC(S1)=C52)C(=O)O)C4)C=C3C)C 3-(4-fluorophenyl)-24,25-dimethyl-10,18,21-trioxa-4-thia-6,8-diazapentacyclo[20.2.2.12,5.113,17.09,28]octacosa-1(24),2,5(28),6,8,13,15,17(27),22,25-decaene-11-carboxylic acid